FCC=1C(NC(NC1)=O)=O fluoro-thymine